C(C)N1N=NC(=C1NC1=CC=C(C=C1)OC)C(=O)O ethyl-5-((4-methoxyphenyl)amino)-1H-1,2,3-triazole-4-carboxylic acid